methylindolizine-1,3-dicarboxamide CC=1C(=C2C=CC=CN2C1C(=O)N)C(=O)N